1-(4-Chlorophenyl)-7-oxo-6-(1-(3-oxomorpholino)piperidin-4-yl)-4,5,6,7-tetrahydro-1H-pyrazolo[3,4-c]pyridine-3-carboxamide ClC1=CC=C(C=C1)N1N=C(C2=C1C(N(CC2)C2CCN(CC2)N2C(COCC2)=O)=O)C(=O)N